N-[5-chloro-7-(2-methylpropyl)imidazotriazin-2-yl]-1-methanesulfonylpiperidin-4-amine ClN1CN(C2=C1C=NN(N2)NC2CCN(CC2)S(=O)(=O)C)CC(C)C